5-azido-2-(trifluoromethyl)benzoic acid N(=[N+]=[N-])C=1C=CC(=C(C(=O)O)C1)C(F)(F)F